1-methoxy-4-[[(1S)-1-methylbut-3-enoxy]methyl]benzene COC1=CC=C(C=C1)CO[C@H](CC=C)C